(+/-)-4-methyl-6-(2-(2-(methylthio)phenyl)azepan-1-yl)pyrimidin-2-amine CC1=NC(=NC(=C1)N1[C@H](CCCCC1)C1=C(C=CC=C1)SC)N |r|